FC1=C(C(=C(C(=C1[B-](C1=C(C(=C(C(=C1F)F)F)F)F)(C1=C(C(=C(C(=C1F)F)F)F)F)C1=C(C(=C(C(=C1F)F)F)F)F)F)F)F)F.C[N+](C)(CCCCCCCC)CCCCCCCC methyldioctyl-(methyl)ammonium tetrakis(pentafluorophenyl)borate